COC=1C=2N(C=C(C1)C1=C(C(=NN1)C=1SC(=CN1)C1CCN(CC1)CCOC)CC(F)(F)F)N=CN2 2-(5-(8-methoxy-[1,2,4]triazolo[1,5-a]pyridin-6-yl)-4-(2,2,2-trifluoroethyl)-1H-pyrazol-3-yl)-5-(1-(2-methoxyethyl)piperidin-4-yl)thiazole